2-methyltriazol CN1N=CC=N1